2,6-dibromo-methyl-pyridine tert-butyl-(S)-(3-(4-bromophenyl)-2-(dimethylamino)propyl)carbamate C(C)(C)(C)N(C(O)=O)C[C@H](CC1=CC=C(C=C1)Br)N(C)C.BrC1=NC(=CC=C1C)Br